FC1=CC=C(C=C1)C(C(=O)NC1=NC=CC(=C1)C1=C(C=2C(N(C=CC2N1)C)=O)C1=CC(=CC=C1)O)C 2-(4-Fluorophenyl)-N-{4-[3-(3-hydroxyphenyl)-5-methyl-4-oxo-4,5-dihydro-1H-pyrrolo[3,2-c]pyridin-2-yl]pyridin-2-yl}propanamid